2-(4-(difluoromethyl)-2,6-diisopropylphenyl)-N-(4-((dimethylamino)methyl)-2-fluorophenylsulfonimidoyl)acetamide FC(C1=CC(=C(C(=C1)C(C)C)CC(=O)NS(=O)(=N)C1=C(C=C(C=C1)CN(C)C)F)C(C)C)F